Cl.F[C@H]1CN(CC[C@H]1N)C (3S,4R)-3-fluoro-1-methylpiperidin-4-amine hydrochloride